C(C)(=O)N1C(CC2(CN(CN2)CCCCCCCCCCCC)CC1(C)C)(C)C 8-acetyl-3-dodecyl-7,7,9,9-tetramethyl-1,3,8-triazaspiro[4.5]decan